SCC1=C(C=C(C=C1)CS)CS 1,2,4-trimercaptomethylbenzene